1-(benzyloxy)-3-phenylpropan C(C1=CC=CC=C1)OCCCC1=CC=CC=C1